ClC=1C=C(C=C(C1)Cl)NC(=O)NC1CC2(CN(C2)C2=CC(=NC=C2)C)C1 1-(3,5-dichlorophenyl)-3-(2-(2-methylpyridin-4-yl)-2-azaspiro[3.3]heptan-6-yl)urea